ClC1=C(C(=O)NC=2C=C3C=C(N(C3=CC2)CC)C(=O)O)C=C(C=C1)CNC(C(C)C)=O 5-(2-chloro-5-(isobutyrylaminomethyl)benzoylamino)-1-ethyl-1H-indole-2-carboxylic acid